ClC1=CC2=C(C=N1)C(=NN2C2=C(C=C(C=C2)[N+](=O)[O-])OC)C 6-chloro-1-(2-methoxy-4-nitrophenyl)-3-methyl-1H-pyrazolo[4,3-c]Pyridine